M-phenoxyacetophenone O(C1=CC=CC=C1)C=1C=C(C=CC1)C(C)=O